lithium silicon phosphosulfuryl-chlorine P(=O)(=O)S(=O)(=O)Cl.[Si].[Li]